1-[(2-methoxypropyl)amino]-2-propanol COC(CNCC(C)O)C